isostearic acid isostearate (isostearyl-isostearate) C(CCCCCCCCCCCCCCC(C)C)C(C(=O)O)CCCCCCCCCCCCCC(C)C.C(CCCCCCCCCCCCCCC(C)C)(=O)O.C(CCCCCCCCCCCCCCC(C)C)(=O)O